O=C1NC(CCC1N1C(C2=CC=C(C=C2C1)C1=NC=CC(=C1F)CN1CC2(CCN2C(=O)OC(C)(C)C)CCC1)=O)=O tert-butyl 6-((2-(2-(2,6-dioxopiperidin-3-yl)-1-oxoisoindolin-5-yl)-3-fluoropyridin-4-yl)methyl)-1,6-diazaspiro[3.5]nonane-1-carboxylate